[2-(m-tolylmethoxy)-4-pyridyl]methanamine C1(=CC(=CC=C1)COC1=NC=CC(=C1)CN)C